C(C1=CC=CC=C1)[C@@]1([C@@H]([C@@H](OCC2=CC=CC=C2)[C@@H](O[Si](C)(C)C(C)(C)C)[C@@H](O1)C(=O)[O-])NC(C(Cl)(Cl)Cl)=O)O[C@@H]1[C@H]([C@H](OCC=C)O[C@@H]([C@@H]1N=[N+]=[N-])C)NC(C(Cl)(Cl)Cl)=O Allyl (benzyl 3-O-benzyl-4-O-tert-butyldimethylsilyl-2-deoxy-2-trichloroacetamido-α-L-altropyranosyluronate)-(1→3)-4-azido-2-trichloroacetamido-2,4,6-trideoxy-β-D-galactopyranoside